ClC1=C(C=C(N=N1)N1[C@@H](COCC1)C)N1[C@@H](COCC1)C (3R,3'R)-4,4'-(6-chloropyridazine-3,5-diyl)bis(3-methylmorpholine)